O[C@@H]1[C@@H](COC1)NC(=O)C=1C(N(N=C(C1)C1=CC=C(C=C1)OCC(F)(F)F)C=1C=NN(C1)C)=O N-[(cis)-4-hydroxytetrahydrofuran-3-yl]-2-(1-methyl-1H-pyrazol-4-yl)-3-oxo-6-[4-(trifluoroethoxy)phenyl]-2,3-dihydropyridazine-4-carboxamide